BrC=1C(=CC2=C(OCC(N2)=O)N1)Br 6,7-dibromo-1H-pyrido[2,3-b][1,4]oxazin-2(3H)-one